N-oleoyl-oleic acid amide C(CCCCCCC\C=C/CCCCCCCC)(=O)NC(CCCCCCC\C=C/CCCCCCCC)=O